C1(=C(C=CC=C1)C1=NC=CC=C1C(F)(F)F)C 2-(o-tolyl)-3-(trifluoromethyl)pyridine